C(C1=CC=CC=C1)N(C1CCC(CC1)(O)C(F)(F)F)CC1=CC=CC=C1 (1r,4r)-4-(dibenzylamino)-1-(trifluoromethyl)cyclohexan-1-ol